4-[(3-chloro-4-methoxybenzyl)amino]-2-[(2S)-2-(hydroxymethyl)pyrrolidin-1-yl]-N-(pyrimidin-2-ylmethyl)pyrimidine-5-carboxamide ClC=1C=C(CNC2=NC(=NC=C2C(=O)NCC2=NC=CC=N2)N2[C@@H](CCC2)CO)C=CC1OC